(3R)-3-{[7-chloro-2-(1-ethyl-3-methyl-1H-pyrazol-4-yl)[1,2,4]triazolo[1,5-c]quinazolin-5-yl]amino}azepan-2-one ClC1=CC=CC=2C=3N(C(=NC12)N[C@H]1C(NCCCC1)=O)N=C(N3)C=3C(=NN(C3)CC)C